FC1=C(CN2N=C3C(=CC=CC3=C2)C(=O)N)C=C(C=C1)C(=O)N1CCN(CC1)C1=NC=C(C=C1)C(F)(F)F 2-(2-fluoro-5-(4-(5-(trifluoromethyl)pyridin-2-yl)piperazine-1-carbonyl)benzyl)-2H-indazole-7-carboxamide